1-(pyrrolidin-1-yl)-2-(1-(4-(5-(trifluoromethyl)-1,2,4-oxadiazol-3-yl)phenyl)-1H-imidazol-4-yl)Ethane-1-one N1(CCCC1)C(CC=1N=CN(C1)C1=CC=C(C=C1)C1=NOC(=N1)C(F)(F)F)=O